methyl E-4-[2-[2-[2-[2-[2-[bis(tert-butoxycarbonyl)amino]ethoxy] ethoxy]ethoxy]ethoxy] ethyl-methyl-amino]but-2-enoate C(C)(C)(C)OC(=O)N(CCOCCOCCOCCOCCN(C/C=C/C(=O)OC)C)C(=O)OC(C)(C)C